COC1=CC=C(C=C1)C12CC(C1)(C2)NC(OC(C)(C)C)=O tert-butyl (3-(4-methoxyphenyl)bicyclo[1.1.1]pentan-1-yl)carbamate